1-butyl-3-methyl-pyridinium C(CCC)[N+]1=CC(=CC=C1)C